ClC1=C2C(=NN(C1=O)C1=CC3=CN(N=C3C=C1)C)C=CC(N2)=O 4-chloro-2-(2-methyl-2H-indazol-5-yl)pyrido[3,2-c]pyridazine-3,6(2H,5H)-dione